(E)-3-((dimethyl-amino)methylene)tetrahydro-4H-thiopyran-4-one 1,1-dioxide CN(C)\C=C/1\CS(CCC1=O)(=O)=O